NC=1C=C(C=C(C1)C(F)F)[C@@H](C)NC(=O)C1=NN(C(C(=C1)C)=O)C=1C=NC=C(C1)C=1N(N=NC1)C N-[(1R)-1-[3-amino-5-(difluoromethyl)phenyl]ethyl]-5-methyl-1-[5-(3-methyltriazol-4-yl)-3-pyridyl]-6-oxo-pyridazine-3-carboxamide